BrC1=CC(=C(NC2C(NC(CC2)=O)=O)C=C1F)OC 3-(4-bromo-5-fluoro-2-methoxy-anilino)piperidine-2,6-dione